4-amino-7-(3,6-dihydro-2H-pyran-4-yl)-1-methyl-1H-pyrazolo[4,3-c]pyridin NC1=NC=C(C2=C1C=NN2C)C=2CCOCC2